(S)-1-(3-(6-Chloro-4-(trifluoromethyl)nicotinamido)-4-(3,4-dimethylpiperazin-1-yl)phenyl)-1H-1,2,3-triazole-4-carboxylic acid ClC1=NC=C(C(=O)NC=2C=C(C=CC2N2C[C@@H](N(CC2)C)C)N2N=NC(=C2)C(=O)O)C(=C1)C(F)(F)F